(3R)-4-[4-(dimethyl-1H-1,2,3-triazol-5-yl)-5-iodo-7-[3-methyl-1-(tetrahydropyran-2-yl)-1H-pyrazol-5-yl]imidazo[1,5-b]pyridazin-2-yl]-3-methylmorpholine CC=1N=NN(C1C=1C=2N(N=C(C1)N1[C@@H](COCC1)C)C(=NC2I)C2=CC(=NN2C2OCCCC2)C)C